COC=1C=C(C=O)C=C(C1OC)OC 3,4,5-trimethoxybenzaldehyde